4-((2-methyl-5-(4,4,5,5-tetramethyl-1,3,2-dioxaborolan-2-yl)phenyl)sulfonyl)morpholine CC1=C(C=C(C=C1)B1OC(C(O1)(C)C)(C)C)S(=O)(=O)N1CCOCC1